BrCC\C=C\CCCCCCCCCCCCC(OC)OC (3E)-1-bromo-17,17-dimethoxy-3-heptadecene